Sodium 4-(benzyloxy)-4'-((phenoxycarbonyl)amino)-[1,1'-biphenyl]-3-carboxylate C(C1=CC=CC=C1)OC1=C(C=C(C=C1)C1=CC=C(C=C1)NC(=O)OC1=CC=CC=C1)C(=O)[O-].[Na+]